C(CCCCC)OC(=O)N1CC=CC1 2,5-dihydro-1H-pyrrole-1-carboxylic acid hexyl ester